6-(3-cyclopropylphenyl)-5,7-dimethyl-2-(pyridin-2-yl)-2,6-dihydro-1H-pyrrolo[3,4-d]pyridazin-1-one C1(CC1)C=1C=C(C=CC1)N1C(=C2C(N(N=CC2=C1C)C1=NC=CC=C1)=O)C